5-chloro-N-(2,4-difluoro-3-(8-isopropyl-2-(methylthio)-7-oxo-7,8-dihydropyrido[2,3-d]pyrimidin-6-yl)phenyl)-2-methoxypyridine-3-sulfonamide ClC=1C=C(C(=NC1)OC)S(=O)(=O)NC1=C(C(=C(C=C1)F)C1=CC2=C(N=C(N=C2)SC)N(C1=O)C(C)C)F